C(\C=C\CCCCC)O trans-2-Octenol